4-(nitrooxy)butanoate [N+](=O)([O-])OCCCC(=O)[O-]